methyl 6-(4-(trifluoromethyl)cyclohex-1-en-1-yl)picolinate FC(C1CC=C(CC1)C1=CC=CC(=N1)C(=O)OC)(F)F